Tert-butyl 8-[4-(tert-butoxycarbonylamino)-3-methylsulfanyl-phenoxy]-2,3-dihydropyrido[3,2-b][1,4]oxazine-4-carboxylate C(C)(C)(C)OC(=O)NC1=C(C=C(OC2=CC=NC3=C2OCCN3C(=O)OC(C)(C)C)C=C1)SC